(1S,3R,4S)-5,5-difluoro-2-(4-methoxy-1H-indole-2-carbonyl)-N-((R,E)-1-(2-oxodihydrofuran-3(2H)-ylidene)-3-((R)-2-oxopyrrolidin-3-yl)propan-2-yl)-2-azabicyclo[2.2.2]octane-3-carboxamide FC1([C@@H]2[C@@H](N([C@H](C1)CC2)C(=O)C=2NC1=CC=CC(=C1C2)OC)C(=O)N[C@@H](/C=C\2/C(OCC2)=O)C[C@@H]2C(NCC2)=O)F